[Si](C1=CC=CC=C1)(C1=CC=CC=C1)(C(C)(C)C)OCC1=CC(=NC=C1OC)Cl 4-(((tert-butyldiphenylsilyl)oxy)methyl)-2-chloro-5-methoxypyridine